COC=1C=C(CNC(=O)NC2=CC(=C(C=C2)F)Cl)C=CC1OCC1=NC=CC(=C1C)OCC(F)(F)F 1-{3-methoxy-4-{[3-methyl-4-(2,2,2-trifluoroethoxy)pyridin-2-yl]methoxy}benzyl}-3-(3-chloro-4-fluorophenyl)urea